2-((4,5-dihydro-1H-imidazol-2-yl) methyl)-1'-((1s,4s)-4-isopropyl-cyclohexyl)-3-oxo-2,3-dihydro-1H-spiro[isoquinoline-4,4'-piperidin]-7-yl carbamate C(N)(OC1=CC=C2C(=C1)CN(C(C21CCN(CC1)C1CCC(CC1)C(C)C)=O)CC=1NCCN1)=O